3'',5''-Di-tert-butyl-2-(6-(((2,6-diisopropylphenyl)amino)(2-isopropylphenyl)methyl)pyridin-2-yl)-5'-methyl-[1,1':3',1''-terphenyl]-2'-ol C(C)(C)(C)C=1C=C(C=C(C1)C(C)(C)C)C=1C(=C(C=C(C1)C)C1=C(C=CC=C1)C1=NC(=CC=C1)C(C1=C(C=CC=C1)C(C)C)NC1=C(C=CC=C1C(C)C)C(C)C)O